tert-butyl (2S,4R)-4-((5-chloro-2-((1-ethyl-1H-pyrazol-4-yl) amino)-7-((2-(trimethylsilyl) ethoxy) methyl)-7H-pyrrolo[2,3-d]pyrimidin-4-yl) oxy)-2-methyltetrahydropyrrole-1-carboxylate ClC1=CN(C=2N=C(N=C(C21)O[C@@H]2C[C@@H](N(C2)C(=O)OC(C)(C)C)C)NC=2C=NN(C2)CC)COCC[Si](C)(C)C